CC(CCOC([C@@H](NC(=O)OC(C)(C)C)C)=O)(C)C (tert-Butoxycarbonyl)-L-alanine 3,3-dimethylbutyl ester